(R)-5-amino-N-ethyl-N-(1-(2-fluoro-4-(trifluoromethyl)phenyl)ethyl)-6,8-dihydro-1H-furo[3,4-d]pyrrolo[3,2-b]pyridine-2-carboxamide NC1=C2C(=C3C(=N1)C=C(N3)C(=O)N([C@H](C)C3=C(C=C(C=C3)C(F)(F)F)F)CC)COC2